N1CCC(CC1)C=1C=C2C(=C(NC2=CC1)C1=C2C(=NC=C1)NN=C2)C(=O)OC methyl 5-(piperidin-4-yl)-2-(1H-pyrazolo[3,4-b]pyridin-4-yl)-1H-indole-3-carboxylate